ClC=1C=C(C=CC1)[C@@H]1[C@H](C1)C(=O)N[C@@H](C)C=1N=NN(C1)CC=1N=C2N(C=C(C=C2)C2CC2)C1 (1S,2S)-2-(3-chlorophenyl)-N-((S)-1-(1-((6-cyclopropylimidazo[1,2-a]pyridin-2-yl)methyl)-1H-1,2,3-triazol-4-yl)ethyl)cyclopropane-1-carboxamide